N-[[[2-(cyclopropylcarbonyl)phenyl]amino]sulfonyl]-N1-(4,6-dimethoxypyrimidin-2-yl)urea C1(CC1)C(=O)C1=C(C=CC=C1)NS(=O)(=O)N(C(=O)N)C1=NC(=CC(=N1)OC)OC